N-(4-(Dimethylamino)benzyl)-1,2-ethan-diamin CN(C1=CC=C(CNCCN)C=C1)C